BrC1=NN2C(C=CC(=C2)C=2C=NC=CC2)=C1 bromo-6-(pyridin-3-yl)pyrazolo[1,5-a]pyridine